ethylchromone CCC1=CC(=O)C2=CC=CC=C2O1